C(#N)C1=CC=C(CNC(=O)C=2C(N(C3=C(C=C(N=C3C2)C2CC2)OCC2(CC2)S(N)(=O)=O)C)=O)C=C1 N-(4-cyanobenzyl)-6-cyclopropyl-1-methyl-2-oxo-8-((1-sulfamoylcyclopropyl)methoxy)-1,2-dihydro-1,5-naphthyridine-3-carboxamide